C(C1=CC=CC=C1)OC1=CC(=C(C=C1OCCC1CC1)C1CCC(N1)(C)C)Br 5-(4-(benzyloxy)-2-bromo-5-(2-cyclopropylethoxy)phenyl)-2,2-dimethylpyrrolidine